BrC1=C(N=CC2=CC=CC=C12)C1=CC=C(C2=CC=CC=C12)C[C@@H](C(=O)O)NC(C1=C(C=CC=C1F)F)=O (S)-3-(4-(4-bromoisoquinolin-3-yl)naphthalen-1-yl)-2-(2,6-difluorobenzoylamino)propionic acid